COC=1C=C2C(=CC=NC2=CC1)C1=CC=2C(NCCC2N1)=O 2-(6-methoxyquinolin-4-yl)-1H,5H,6H,7H-pyrrolo[3,2-c]Pyridin-4-one